2,2-difluoroethyl (1-cyclobutyl-3-(3,3-difluorocyclobutyl)-4-methyl-1H-pyrazol-5-yl)carbamate C1(CCC1)N1N=C(C(=C1NC(OCC(F)F)=O)C)C1CC(C1)(F)F